ClC1=NC=CC=C1SC=1C=2N(C(=NC1)N1CCC3(CCC[C@H]3N)CC1)C=CN2 (R)-8-(8-((2-chloropyridin-3-yl)thio)imidazo[1,2-c]pyrimidin-5-yl)-8-azaspiro[4.5]decan-1-amine